CC=1C(=C(C(=C(C1)[Si](Cl)(Cl)C1=CC=CC=C1)C)C)C tetramethyl-diphenyldichlorosilane